Cl.ClC1=C(C=C(C=C1C)NN)C (4-chloro-3,5-dimethylphenyl)hydrazine hydrochloride